1-(4-(tertiary butyl)phenyl)-3-hydroxy-2-methylpyridin C(C)(C)(C)C1=CC=C(C=C1)N1C(C(=CC=C1)O)C